C1(=CC=CC=C1)S(=O)(=O)N1C=C(C=C1)Br 1-(benzenesulfonyl)-3-bromo-1H-pyrrole